C1=CC=CC=2C=3C=CC=CC3C3=CC4=C(C=CO4)C=C3C12 triphenyleno[2,3-d]furan